CC1(CC2C(CC1)O2)OC2CC1C(CC2)O1 4-epoxycyclohexyl methyl-3,4-epoxycyclohexyl ether